NC1=C(C=2C=NC(=C(C2N1C1=C(C(=CC=C1C)OC)C)F)C1CC1)C#N 2-amino-6-cyclopropyl-7-fluoro-1-(3-methoxy-2,6-dimethyl-phenyl)pyrrolo[3,2-c]pyridine-3-carbonitrile